7-(5-((4-chloro-2-fluorophenyl)amino)-1-(ethylsulfonyl)-1H-indol-6-yl)-1,5-dimethyl-1,5-dihydro-4H-pyrazolo[4,3-c]pyridin-4-one ClC1=CC(=C(C=C1)NC=1C=C2C=CN(C2=CC1C=1C2=C(C(N(C1)C)=O)C=NN2C)S(=O)(=O)CC)F